N1(CCNCC1)C(=O)C1=CC2=C(N=NC(=C2)C2=C(C=CC=C2)O)N1 2-[6-(piperazine-1-carbonyl)-7H-pyrrolo[2,3-c]Pyridazin-3-yl]Phenol